ClC=1C(=NC(=NC1)NC1=C(C=C(C=C1)C(=O)N1CCCC1)OC)C=1C=NN(C1)C (4-((5-chloro-4-(1-methyl-1H-pyrazol-4-yl)pyrimidin-2-yl)amino)-3-methoxyphenyl)(pyrrolidin-1-yl)methanone